FC(C(=O)O)(F)F.OC1=C(C#N)C=CC=C1C#N 2-hydroxyisophthalonitrile 2,2,2-trifluoroacetate salt